COC=1C=C(C2=C(C=C(O2)CNC(=O)C=2C=NN3C2N=CC=C3)C1)C(=O)O 5-Methoxy-2-((pyrazolo[1,5-a]pyrimidine-3-carboxamido)methyl)benzofuran-7-carboxylic acid